C1(=CC=CC=C1)[C@H](C)[C@H]1CC2(CN(C2)C=O)CC1 ((R)-6-((R)-1-phenylethyl)-2-azaspiro[3.4]oct-2-yl)methanone